FC=1C=C(C=CC1N1CCN(CC1)C1CCCCC1)N1N=C(N=C1N)N (3-fluoro-4-(4-(cyclohexyl)piperazin-1-yl)phenyl)-1H-1,2,4-triazole-3,5-diamine